3-(1,3-dioxoisoindolin-2-yl)-2,2-difluoropropyl-3,3-d2 trifluoromethanesulfonate FC(S(=O)(=O)OCC(C([2H])([2H])N1C(C2=CC=CC=C2C1=O)=O)(F)F)(F)F